4-(4-(7-Cyano-4-((R)-3-(3-methyl-2-oxoimidazolin-1-yl)piperidin-1-yl)thieno[3,2-c]pyridin-2-yl)phenyl)piperidine-1-carboxylic acid tert-butyl ester C(C)(C)(C)OC(=O)N1CCC(CC1)C1=CC=C(C=C1)C1=CC=2C(=NC=C(C2S1)C#N)N1C[C@@H](CCC1)N1C(N(CC1)C)=O